C1(CC1)N1N=NC(=C1CO[C@H]1[C@@H]2CN([C@H](C1)C2)C=2SC1=C(N2)C(=CC(=C1)C(=O)O)OC(F)(F)F)C1=C(C=CC=C1Cl)Cl 2-[(1S,4S,5R)-5-{[1-cyclopropyl-4-(2,6-dichlorophenyl)-1H-1,2,3-triazol-5-yl]methoxy}-2-azabicyclo[2.2.1]heptan-2-yl]-4-(trifluoromethoxy)-1,3-benzothiazole-6-carboxylic acid